C(C)(C)(C)OC(=O)N(CCOC)C[C@@H]1N(C2=CC(=C(C(=C2C1)F)N1S(NC(C1)=O)(=O)=O)O)C(=O)OC(C)(C)C tert-butyl (2R)-2-{[(tert-butoxycarbonyl)(2-methoxyethyl)amino]methyl}-4-fluoro-6-hydroxy-5-(1,1,4-trioxo-1λ6,2,5-thiadiazolidin-2-yl)-2,3-dihydro-1H-indole-1-carboxylate